dithio dibutyrate C(CCC)(=O)OSSOC(CCC)=O